sodium cyclopropanate C1(CC1)C(=O)[O-].[Na+]